C1(CCCN1)=O gamma-butyrolactam